3,5,7-trimethyloct-5-en-1-ol CC(CCO)CC(=CC(C)C)C